2,5-dibromo-terephthalonitrile BrC1=C(C#N)C=C(C(=C1)C#N)Br